N1NC(=CC=C1)C#N dihydropyridazine-3-carbonitrile